The molecule is benzoic acid substituted with a hydroxy group at position C-2 and a methoxy group at position C-3. It has a role as a metabolite. COC1=CC=CC(=C1O)C(=O)O